BrC1=C(C=C)C=C(C=C1Br)Br 2,3,5-tribromostyrene